FC1(CCC(CC1)NC1=CC(=NC(=C1)N1N=C(C=C1)C)OCC1=NC=NN1C)F N-(4,4-difluorocyclohexyl)-2-((1-methyl-1H-1,2,4-triazol-5-yl)methoxy)-6-(3-methyl-1H-pyrazol-1-yl)pyridin-4-amine